4-amino-7-(1-(2-hydroxyethyl)-1H-pyrazol-4-yl)pyrazolo[1,5-a]pyrazin NC=1C=2N(C(=CN1)C=1C=NN(C1)CCO)N=CC2